N-{1-[2-chloro-5-(trifluoromethyl)phenyl]methyl}-1-[4-(2-cyclopropoxyphenyl)pyridin-3-yl]cyclopropan-1-amine ClC1=C(C=C(C=C1)C(F)(F)F)CNC1(CC1)C=1C=NC=CC1C1=C(C=CC=C1)OC1CC1